CN(CCN1CCN(CC1)C(=O)C=1N=C(OC1C1=CC(=CC=C1)[N+](=O)[O-])C1=CC=C(C=C1)C(F)(F)F)C (4-(2-(dimethylamino)ethyl)piperazin-1-yl)(5-(3-nitrophenyl)-2-(4-(trifluoromethyl)phenyl)oxazol-4-yl)Methanone